OC(C(=O)OC)(C)C methyl 2-hydroxyisobutyrate